C(C)OC=1C(=CN(C(C1)=O)C)C=1C=NN(C1)C=1C=C(C#N)C=CC1 3-(4-(4-ethoxy-1-methyl-6-oxo-1,6-dihydropyridin-3-yl)-1H-pyrazol-1-yl)benzonitrile